4-(1-(2-Chloro-4-((methylamino)-methyl)phenyl)-1H-imidazol-4-yl)-2-((1-(methylsulfonyl)-piperidin-4-yl)-amino)pyrimidine-5-carbonitrile ClC1=C(C=CC(=C1)CNC)N1C=NC(=C1)C1=NC(=NC=C1C#N)NC1CCN(CC1)S(=O)(=O)C